C(CCC)C(=NO)CCCC dibutylketoxime